3-(4-ethylphenyl)prop-2-yn-1-ol C(C)C1=CC=C(C=C1)C#CCO